(3E,5Z,9Z)-16,16-dibutoxy-3,5,9-hexadecatriene C(CCC)OC(CCCCC\C=C/CC\C=C/C=C/CC)OCCCC